(S)-1-((3',4-Bis(trifluoromethyl)-[1,1'-biphenyl]-2-yl)oxy)-N-((6-(3-hydroxypyrrolidin-1-yl)pyridin-2-yl)sulfonyl)cyclopropane-1-carboxamide FC(C=1C=C(C=CC1)C1=C(C=C(C=C1)C(F)(F)F)OC1(CC1)C(=O)NS(=O)(=O)C1=NC(=CC=C1)N1C[C@H](CC1)O)(F)F